N-(3-bromo-2-chloro-phenyl)-3-fluoro-5-[[(3R)-3-hydroxypyrrolidin-1-yl]methyl]pyridine-2-carboxamide BrC=1C(=C(C=CC1)NC(=O)C1=NC=C(C=C1F)CN1C[C@@H](CC1)O)Cl